(Quinoxalin-6-ylmethyl)-4-(4,7-diazaspiro[2.5]octan-7-yl)pyrimidin-5-amine N1=CC=NC2=CC(=CC=C12)CC1=NC=C(C(=N1)N1CCNC2(CC2)C1)N